C1(CC1)C=1C(=C(C=CC1)S(=O)(=N)C=1N=NC=2CCCCC2C1C(=O)NCC(F)(F)C1=C(C=C(C=C1)C)C)F 3-[S-(3-cyclopropyl-2-fluorophenyl)sulfonimidoyl]-N-[2-(2,4-dimethylphenyl)-2,2-difluoroethyl]-5,6,7,8-tetrahydrocinnoline-4-carboxamide